CC1(OB(OC1(C)C)C1=NN(N=C1)C1CCN(CC1)C(=O)OC(C)(C)C)C tert-butyl 4-(4-(4,4,5,5-tetramethyl-1,3,2-dioxaborolan-2-yl)-2H-1,2,3-triazol-2-yl)piperidine-1-carboxylate